CC(C#C)CCC 3,5-dimethyl-1-pentyne